D-(-)-2,3,4-trihydroxybenzene OC1=CC=CC(=C1O)O